(1S,4s)-4-(5-(((1S,2R,3S,4R)-3-((4-(Difluoromethyl)phenyl)carbamoyl)bicyclo[2.2.1]heptan-2-yl)carbamoyl)-2-fluoro-4-methoxyphenoxy)cyclohexane-1-carboxylic Acid FC(C1=CC=C(C=C1)NC(=O)[C@@H]1[C@@H]([C@H]2CC[C@@H]1C2)NC(=O)C=2C(=CC(=C(OC1CCC(CC1)C(=O)O)C2)F)OC)F